trans-methyl-4-((5-fluoro-4-(3-(2-methoxypyridin-4-yl)phenyl)pyrimidin-2-yl)amino)cyclohexane-1-carboxylate COC(=O)[C@@H]1CC[C@H](CC1)NC1=NC=C(C(=N1)C1=CC(=CC=C1)C1=CC(=NC=C1)OC)F